N1CCC(CC1)OCCOCCOCCOCC(=O)OCC ethyl 2-(2-(2-(2-(piperidin-4-yloxy)ethoxy)ethoxy)ethoxy)acetate